BrC1=NN(C2=CC=C(C=C12)C[C@H](C(=O)O)[C@@H]1CN(CC1)C(=O)OC(C)(C)C)COCC[Si](C)(C)C (S)-3-(3-bromo-1-((2-(trimethylsilyl)ethoxy)methyl)-1H-indazol-5-yl)-2-((R)-1-(tert-butoxycarbonyl)pyrrolidin-3-yl)propanoic acid